{2-[acetyl-(3-trifluoromethyl-phenyl)-amino]-3-methyl-butyrylamino}acetic acid C(C)(=O)N(C(C(=O)NCC(=O)O)C(C)C)C1=CC(=CC=C1)C(F)(F)F